2-(4-(1,3-dioxolan-2-yl)-3-((4-methoxybenzyl)oxy)phenyl)acetaldehyde O1C(OCC1)C1=C(C=C(C=C1)CC=O)OCC1=CC=C(C=C1)OC